C(CCCCCCCCCCCCCCCCC)SC=1SC2=C(N1)C=CC=C2 2-(Octadecylthio)benzothiazole